FC1=CC=C(C=C1)SC=1C=C2C(=CNC2=CC1)C1=CCN2CCCC2C1 5-(4-fluorophenyl)thio-3-(1,2,3,4,5,8-hexahydroindolizin-7-yl)-1H-indole